C(#N)C=1C=NC=CC1CCNC(O[C@H]1[C@H](NC[C@@H]1O)CC1=CC=C(C=C1)OC)=O (2R,3S,4S)-4-hydroxy-2-[(4-methoxyphenyl)methyl]pyrrolidin-3-yl N-[2-(3-cyanopyridin-4-yl)ethyl]carbamate